FC=1C(=NC=C(C1)OC1=C(C=C(C=C1)OC(F)(F)F)C)C(F)(F)F 3-fluoro-5-[2-methyl-4-(trifluoromethoxy)phenoxy]-2-(trifluoromethyl)pyridine